cyanoethyl phosphoramidite (cyanoethyl phosphoramidite) C(#N)CCNP(O)O.P(OCCC#N)(O)N